C(=O)C1CCOC(O1)(C)C (4R-Cis)-6-formyl-2,2-dimethyl-1,3-dioxane